COC(C(CC(C)([N+](=O)[O-])C)C)=O 2,4-dimethyl-4-nitro-pentanoic acid methyl ester